CC(C(=O)O)(C)OC1=C(C=C(C=C1)CN1N=C(N(C1=O)C1=CC=C(C=C1)C(F)(F)F)C)C 2-Methyl-2-(2-methyl-4-((3-methyl-5-oxo-4-(4-(trifluoromethyl)phenyl)-4,5-dihydro-1H-1,2,4-triazol-1-yl)-methyl)phenoxy)propionic acid